C(OC(Cl)(Cl)Cl)(OC(Cl)(Cl)Cl)=O bis(trichloro methyl) carbonate